methyl 2-((S)-1-(4-(4-((4-cyano-2-fluorobenzyl) oxy) pyrimidin-2-yl) piperidin-1-yl) ethyl)-1-(((S)-oxetan-2-yl) methyl)-1H-benzo[d]imidazole-6-carboxylate C(#N)C1=CC(=C(COC2=NC(=NC=C2)C2CCN(CC2)[C@@H](C)C2=NC3=C(N2C[C@H]2OCC2)C=C(C=C3)C(=O)OC)C=C1)F